N-((4-(5-(tert-butyl)-1,2,4-oxadiazol-3-yl)bicyclo[2.2.2]octan-1-yl)methyl)-3-fluoro-N-(3-hydroxyphenyl)bicyclo[1.1.1]pentane-1-carboxamide C(C)(C)(C)C1=NC(=NO1)C12CCC(CC1)(CC2)CN(C(=O)C21CC(C2)(C1)F)C1=CC(=CC=C1)O